N-(6-(4-chloro-3-methylisothiazol-5-yl)benzo[d]thiazol-2-yl)-2-fluorocyclopropane-1-carboxamide ClC=1C(=NSC1C1=CC2=C(N=C(S2)NC(=O)C2C(C2)F)C=C1)C